C[C@@H]1CN(C[C@H]1C(F)(F)F)CCCCCCCSC1=C2CN(C(C2=CC=C1)=O)C1C(NC(CC1)=O)=O 3-(4-((7-((3S,4S)-3-methyl-4-(trifluoromethyl)pyrrolidin-1-yl)heptyl)thio)-1-oxoisoindolin-2-yl)piperidine-2,6-dione